C(CC1=CC=CC=C1)C(C(=O)ON=CN(C)C)CCCC (((dimethylamino) methylene) amino) phenethylhexanoate